perfluoro allyl-vinyl ether C(C=C)C=COF